C(C)(C)(C)OC(=O)NC(C(CC(=O)OC)=O)C1=C(C=CC=C1)F Methyl 4-((tert-butoxycarbonyl) amino)-4-(2-fluorophenyl)-3-oxobutanoate